The molecule is a member of the class of coumarins that is coumarin in which the hydrogen at position 6 is replaced by a methyl group. It has a role as a fragrance and an allergen. CC1=CC2=C(C=C1)OC(=O)C=C2